FC1=C(C=CC=C1F)C1=CC=CC2=C1NC(=NS2(=O)=O)NCCF 5-(2,3-difluorophenyl)-3-((2-fluoroethyl)amino)-4H-benzo[e][1,2,4]thiadiazine 1,1-dioxide